2-bromo-5-methoxyaniline BrC1=C(N)C=C(C=C1)OC